1-(9Z,12Z-heptadecadienoyl)-2-(7Z,10Z,13Z,16Z-docosatetraenoyl)-glycero-3-phospho-(1'-sn-glycerol) CCCCC/C=C\C/C=C\C/C=C\C/C=C\CCCCCC(=O)O[C@H](COC(=O)CCCCCCC/C=C\C/C=C\CCCC)COP(=O)(O)OC[C@H](CO)O